(S)-1-((2R,5'S)-5'-carbamoyl-3-oxo-4,5-dihydro-3H-spiro[pyrido[2,3-f][1,4]oxazepine-2,3'-pyrrolidin]-1'-yl)-3-cyclopropyl-1-oxopropan C(N)(=O)[C@@H]1C[C@]2(CN1C(CCC1CC1)=O)OC1=C(CNC2=O)N=CC=C1